N(C(=O)C)C1CCN(CC1)C=1C=C2C(=NC1)N=C(S2)NC(=O)C=2C=NC(=CC2C2=CC(=NC=C2OC)Cl)C N-(6-(4-acetaminopiperidin-1-yl)thiazolo[4,5-b]pyridin-2-yl)-2'-chloro-5'-methoxy-6-methyl-[4,4'-bipyridine]-3-carboxamide